C1(CC1)N(C[C@@H](C)OC1=C2C(=NC=NC2=CC(=C1)C=1C=NN(C1)C)NC=1C(=C2C=CC=NC2=CC1)F)C (R)-5-((1-(cyclopropyl(methyl)amino)propan-2-yl)oxy)-N-(5-fluoroquinolin-6-yl)-7-(1-methyl-1H-pyrazol-4-yl)quinazolin-4-amine